N1(CC=CC=C1)C=1C=NC=CC1 2H-[1,3'-bipyridine]